CC1=C(C(=C(C1(C)[Ir])C)C)C (pentamethylcyclopentadienyl)-iridium